1-(2-phenylimidazo[1,2-a]pyridin-3-yl)-1H-benzimidazole C1(=CC=CC=C1)C=1N=C2N(C=CC=C2)C1N1C=NC2=C1C=CC=C2